NC1=C(CN(C2CCC(CC2)(O)O)C)C=C(C=C1Br)Br trans-4-[(2-amino-3,5-dibromobenzyl)-methyl-amino]-cyclohexanediol